CC1=C(C(=CC=C1)C)C1=CC=C(C=C1)[C@H](CC(=O)O)NC(=O)NC=1C(N(C=CC1O)C)=O (S)-3-(2',6'-dimethylbiphenyl-4-yl)-3-(3-(4-hydroxy-1-methyl-2-oxo-1,2-dihydropyridin-3-yl)ureido)propanoic acid